BrC1=C(C(=O)OC)C=CC=C1\C=C\C1=CC=CC=C1 methyl (E)-2-bromo-3-styrylbenzoate